N-(3-(6-(methylamino)imidazo[1,2-a]pyridin-3-yl)phenyl)piperidine-4-carboxamide CNC=1C=CC=2N(C1)C(=CN2)C=2C=C(C=CC2)NC(=O)C2CCNCC2